C(C)(C)[Zn](C(C)C)C(C)C triisopropyl-zinc